N=1C(N=C2C=NC=CC21)=O imidazo[4,5-c]pyridin-2-one